C(C)(C)(C)C1=NN=C(O1)C(=O)N[C@H]1CCCCC2=C1C=CC(=C2)C2=C1C(=NC=C2)N=C(N1)C=1C(=NN(C1)C(C)C)C 5-tert-butyl-N-[(5S)-2-{2-[3-methyl-1-(propan-2-yl)-1H-pyrazol-4-yl]-1H-imidazo[4,5-b]pyridin-7-yl}-6,7,8,9-tetrahydro-5H-benzo[7]annulen-5-yl]-1,3,4-oxadiazole-2-carboxamide